(S)-quinuclidin-3-yl (7-(4-cyanophenyl)-3,3-dimethylchroman-4-yl)carbamate C(#N)C1=CC=C(C=C1)C1=CC=C2C(C(COC2=C1)(C)C)NC(O[C@@H]1CN2CCC1CC2)=O